The molecule is a steroid acid anion that is the conjugate base of 9alpha-hydroxy-3-oxo-23,24-bisnorchola-1,4-dien-22-oic acid, obtained by deprotonation of the carboxy group; major species at pH 7.3. It is a conjugate base of a 9alpha-hydroxy-3-oxo-23,24-bisnorchola-1,4-dien-22-oic acid. C[C@@H]([C@H]1CC[C@@H]2[C@@]1(CC[C@]3([C@H]2CCC4=CC(=O)C=C[C@@]43C)O)C)C(=O)[O-]